BrC=1C=C2C3(C(=NC2=C(C1)F)C(C)(C)O)CCCC3 2-(5'-Bromo-7'-fluorospiro[cyclopentane-1,3'-indol]-2'-yl)propan-2-ol